(1S,3R)-3-[(tert-butoxycarbonyl)amino]cyclopentane-1-carboxylic acid C(C)(C)(C)OC(=O)N[C@H]1C[C@H](CC1)C(=O)O